O1CCN(CC1)C=1C=C(OC2CCN(CC2)C(=O)OC(C)(C)C)C=CC1C(F)(F)F tert-Butyl 4-(3-morpholino-4-(trifluoromethyl)phenoxy)piperidine-1-carboxylate